di(methyl)isopropyl-isopropoxysilane C[Si](OC(C)C)(C(C)C)C